ClC1=CC=C(C=C1)C1=CC=C(S1)CN1CCN(CC1)CC=1C=C2C(N(C(C2=CC1)=O)C1C(NC(CC1)=O)=O)=O 5-((4-((5-(4-chlorophenyl)thiophen-2-yl)methyl)piperazin-1-yl)methyl)-2-(2,6-dioxopiperidine-3-yl)isoindoline-1,3-dione